COC(C1=CC=C(C=C1)CCCBr)=O 4-(3-bromopropyl)benzoic acid methyl ester